2-acetyl-5-methoxyphenyl-2-phenoxyacetate C(C)(=O)C1=C(C=C(C=C1)OC)C(C(=O)[O-])OC1=CC=CC=C1